N,N-dimethyl-7-(4-(trifluoromethyl)phenoxy)-3,4-dihydroisoquinoline-2(1H)-sulfonamide CN(S(=O)(=O)N1CC2=CC(=CC=C2CC1)OC1=CC=C(C=C1)C(F)(F)F)C